N-(3-{6-azaspiro[2.5]octane-6-yl}-4-{4-[6-methyl-2-(oxan-4-yl)pyrimidine-4-yl]-1H-1,2,3-triazol-1-yl}phenyl)-2-hydroxyethane-1-sulfonamide C1CC12CCN(CC2)C=2C=C(C=CC2N2N=NC(=C2)C2=NC(=NC(=C2)C)C2CCOCC2)NS(=O)(=O)CCO